N-(2,4-difluoro-3-(5-(2-fluoro-4-methoxyphenyl)-1H-pyrrolo[2,3-b]pyridine-3-carbonyl)phenyl)propane-1-sulfonamide FC1=C(C=CC(=C1C(=O)C1=CNC2=NC=C(C=C21)C2=C(C=C(C=C2)OC)F)F)NS(=O)(=O)CCC